2-(((3S,6S,7aR,8aS,9aR)-3-(3-(4-fluoropyridin-3-yl)azetidine-1-carbonyl)-5-oxodecahydro-1H-cyclopropa[d]pyrrolo[1,2-a]azocin-6-yl)carbamoyl)benzo[b]thiophen FC1=C(C=NC=C1)C1CN(C1)C(=O)[C@@H]1CC[C@H]2N1C([C@H](C[C@@H]1[C@H](C2)C1)NC(=O)C1=CC2=C(S1)C=CC=C2)=O